C1(CC1)C(COC)N=CC1=NC=C(C=C1)C(F)(F)F 1-cyclopropyl-2-methoxy-N-((5-(trifluoromethyl)pyridin-2-yl)methylene)ethanamine